The molecule is a dicarboxylic acid dianion obtained by deprotonation of the two carboxy goups of bromosuccinic acid. It derives from a succinate(2-). It is a conjugate base of a bromosuccinic acid. C(C(C(=O)[O-])Br)C(=O)[O-]